2-(2,6-dichlorobenzamido)-3-(2-(4-(5,6,7,8-tetrahydro-1,8-naphthyridin-2-yl)butyl)cyclopropyl)propanoic acid ClC1=C(C(=O)NC(C(=O)O)CC2C(C2)CCCCC2=NC=3NCCCC3C=C2)C(=CC=C1)Cl